C1=C(C=CC2=CC=CC=C12)S Naphthalin-2-thiol